C[N+]1=CC=C(C=C1)CCCC 1-methyl-4-butylpyridinium